methyl (S)-2-((4-(6-((4-isobutyryl-2-methoxybenzyl)oxy)-pyridin-2-yl)piperidin-1-yl)methyl)-1-(oxetan-2-ylmethyl)-1H-benzo[d]imidazole-6-carboxylate C(C(C)C)(=O)C1=CC(=C(COC2=CC=CC(=N2)C2CCN(CC2)CC2=NC3=C(N2C[C@H]2OCC2)C=C(C=C3)C(=O)OC)C=C1)OC